C1(=CC=C(C=C1)O[C@@H]1CN(CC1)CC(=O)N1[C@@H](CCC1)C#N)C1=CC=CC=C1 (S)-1-(2-((S)-3-([1,1'-biphenyl]-4-yloxy)pyrrolidin-1-yl)acetyl)pyrrolidine-2-carbonitrile